C(C)(C)(C)C1=C(C(=C(CC2=C(C(=S)[O-])C=CC(=C2)C(=S)[O-])C(=C1)C)C)O (4-tert-butyl-3-hydroxy-2,6-dimethylbenzyl)dithioterephthalate